C(C)(C)(C)OC(=O)N1CCN(C2=CC=CC(=C12)C)C1=C(C2=C(N=C(N=C2)NC2=CC=C(C=C2)N2CCN(CC2)C)N(C1=O)C)F 4-[5-fluoro-8-methyl-2-[4-(4-methylpiperazin-1-yl)anilino]-7-oxo-pyrido[2,3-d]pyrimidin-6-yl]-8-methyl-2,3-dihydroquinoxaline-1-carboxylic acid tert-butyl ester